8-((2S,5R)-4-(1-(4-fluorophenyl)-2-oxo-2-(piperidin-1-yl)ethyl)-2,5-dimethylpiperazin-1-yl)-5-methyl-6-oxo-5,6-dihydro-1,5-naphthyridine-2-carbonitrile FC1=CC=C(C=C1)C(C(N1CCCCC1)=O)N1C[C@@H](N(C[C@H]1C)C1=CC(N(C=2C=CC(=NC12)C#N)C)=O)C